L-6-mercaptohexane SCCCCCC